2-(2-(1-((R)-1-(2,6-dichloro-3-cyclopropylphenyl)ethyl)-1H-[1,2,3]triazolo[4,5-c]pyridin-6-yl)phenyl)-N-methylpropanamide ClC1=C(C(=CC=C1C1CC1)Cl)[C@@H](C)N1N=NC=2C=NC(=CC21)C2=C(C=CC=C2)C(C(=O)NC)C